FC(=C(C(C(F)(F)F)(F)F)F)F perfluoro-1-butene